B(O)(O)O.COC1=C(C=CC(=C1)OC)C1=CC=CC=C1 2,4-dimethoxybiphenyl-boric acid